2-(thiophen-3-yl)aniline S1C=C(C=C1)C1=C(N)C=CC=C1